CC1=NC2=C(C(=CC=C2C=C1)C1NCCC2=C1C=CS2)O 2-Methyl-7-{4,5,6,7-tetrahydrothieno[3,2-c]pyridin-4-yl}quinolin-8-ol